rac-(1S*,2S*)-N-(5-(1-(4-((5-chloro-2-oxopyridin-1(2H)-yl)methyl)phenyl)cyclopropyl)pyridazin-3-yl)-2-(3-chlorophenyl)cyclopropane-1-carboxamide ClC=1C=CC(N(C1)CC1=CC=C(C=C1)C1(CC1)C=1C=C(N=NC1)NC(=O)[C@@H]1[C@H](C1)C1=CC(=CC=C1)Cl)=O |r|